CNC(=O)C=1N=CC(=NC1)N[C@@H]1C[C@H](CC1)NC(OCCCC)=O butyl ((1S,3S)-3-((5-(methylcarbamoyl)pyrazin-2-yl)amino)cyclopentyl)carbamate